C(CCCCCCCCCCCCCC=CC)(=O)[O-].[Zn+2].C(CCCCCCCCCCCCCC=CC)(=O)[O-] zinc 15-heptadecenate